C(CCCCCCCCCCCCCCCCC)NC(CCCCCCC\C=C/CCCCCCCC)=O N-Stearyl-oleamide